N,2-dimethylmorpholine-4-sulfonamide CNS(=O)(=O)N1CC(OCC1)C